FC1=CC=2N(C=C1C1CCNCC1)N=CN2 4-(7-fluoro-[1,2,4]triazolo[1,5-a]pyridin-6-yl)piperidin